O=C1NC(CCC1N1C(C2=CC=C(C=C2C1=O)N1CCN(CC1)CCC1CCN(CC1)C1=NC=C(C=N1)N1C=NC2=CC=CC=C2C1=O)=O)=O 3-{2-[4-(2-{4-[2-(2,6-dioxopiperidin-3-yl)-1,3-dioxo-2,3-dihydro-1H-isoindol-5-yl]piperazin-1-yl}ethyl)piperidin-1-yl]pyrimidin-5-yl}-4-oxo-3,4-dihydroquinazolin